[N-](S(=O)(=O)C(F)(F)F)S(=O)(=O)C(F)(F)F.OCC[N+](CCCCCCCCCCCCCC)(C)CCO bis(2-hydroxyethyl)-methyl-tetradecylammonium bis(trifluoromethanesulfonyl)imide salt